1,4-dichloro-2,5-dimethylbenzene ClC1=C(C=C(C(=C1)C)Cl)C